O[C@@H]1[C@@H](CCCC1)NC=1N=NC(=C2C1COCC2)C2=C(C=C(C=C2)C(F)(F)F)O 2-(4-{[(1R,2S)-2-hydroxycyclohexyl]amino}-7,8-dihydro-5H-pyrano[3,4-d]pyridazin-1-yl)-5-(trifluoromethyl)phenol